CS(=O)(=O)NC=1C=C(C=CC1)C1=CC=C2C=NC(=NN21)NC2=CC=C(C=C2)N2CCN(CC2)CCOCC(=O)O 2-(2-(4-(4-((7-(3-(methylsulfonamido)phenyl)pyrrolo[2,1-f][1,2,4]triazin-2-yl)amino)phenyl)piperazin-1-yl)ethoxy)acetic acid